(R)-4-chlorocarbonyl-3-methylpiperazine-1-carboxylic acid tert-butyl ester C(C)(C)(C)OC(=O)N1C[C@H](N(CC1)C(=O)Cl)C